CC1(OC2=C(C1)C=C(C=C2)S(=O)(=O)C=2C=C1C=NN(C(C1=CC2)=O)CC=2C=NC(=CC2)OC)C 6-((2,2-dimethyl-2,3-dihydrobenzofuran-5-yl)sulfonyl)-2-((6-methoxypyridin-3-yl)methyl)phthalazin-1(2H)-one